CC1CCC(CC1)NC(=O)C1=NC(=NC=C1)C1=CN=CS1 N-((1r,4r)-4-methylcyclohexyl)-2-(thiazol-5-yl)pyrimidine-4-carboxamide